(1S,3S,5S)-2-{2-[(9,9-difluorofluoren-2-yl)formamido]acetyl}-5-methyl-2-azabicyclo[3.1.0]hexane-3-carboxylic acid FC1(C2=CC=CC=C2C=2C=CC(=CC12)C(=O)NCC(=O)N1[C@H]2C[C@]2(C[C@H]1C(=O)O)C)F